N1(CCOCC1)[C@@H]1CC[C@H](CC1)NNC(=O)OC(C)(C)C tert-Butyl 2-[trans-4-(morpholin-4-yl)cyclohexyl]hydrazinecarboxylate